CCCCCC/C=C\CCCCCCCCCC(=O)OC[C@H](COP(=O)([O-])OCC[N+](C)(C)C)OC(=O)CCCCC/C=C\C/C=C\C/C=C\C/C=C\CCCCC 1-(11Z-octadecenoyl)-2-(7Z,10Z,13Z,16Z-docosatetraenoyl)-sn-glycero-3-phosphocholine